N-(4-acetyl-6-amino-5-fluoropyridin-3-yl)-6-(trifluoromethyl)picolinamide C(C)(=O)C1=C(C=NC(=C1F)N)NC(C1=NC(=CC=C1)C(F)(F)F)=O